[Cl-].[Cl-].C1(C=CC2=CC=CC=C12)C1(C=CC=C1)C[Zr+2] [(1-(1-indenyl)-1-cyclopentadienyl)methyl]zirconium dichloride